2-(1-((2-(3,5-dichloro-phenyl)-6-((2-(4-(3-hydroxy-3-methylbutyl)piperazin-1-yl)pyrimidin-5-yl)oxy)pyridin-4-yl)methyl)piperidin-4-yl)acetic acid ClC=1C=C(C=C(C1)Cl)C1=NC(=CC(=C1)CN1CCC(CC1)CC(=O)O)OC=1C=NC(=NC1)N1CCN(CC1)CCC(C)(C)O